FC1=C(C=CC=C1)N1N=CC2=C1COC[C@H]2NC(C2=NC=C(C(=C2)C)C)=O (S)-N-(1-(2-fluorophenyl)-1,4,5,7-tetrahydropyrano[3,4-c]pyrazol-4-yl)-4,5-dimethylpicolinamide